cinnamic acid nicotine salt N1=CC=CC(=C1)C1N(C)CCC1.C(C=CC1=CC=CC=C1)(=O)O